C(C)(C)C1=CCC(CC1)(C)SCCCCCCCCCCCCCCCCCC (4-isopropyl-1-methylcyclohex-3-en-1-yl)(octadecyl)sulfane